4-hydroxy-(1,1'-biphenyl)-3,5-dicarboxylic acid dimethyl ester COC(=O)C=1C=C(C=C(C1O)C(=O)OC)C1=CC=CC=C1